OCC[N+](C)(C)C.N[C@@H](CCSC)C(=O)O methionine choline